2,2-dimethylpiperidine CC1(NCCCC1)C